ClC=1C=C(C=C(C1)NS(=O)(=O)C(C)C)NC(=O)C=1SC=C(C1)C1=NC=CC=C1C N-(3-chloro-5-((1-methylethyl)sulfonamido)phenyl)-4-(3-methylpyridin-2-yl)thiophene-2-carboxamide